Trans-4-acetylcyclohexanecarboxylic acid methyl ester COC(=O)[C@@H]1CC[C@H](CC1)C(C)=O